methyl (S)-2-((2-(4-benzylthio-2-chlorophenyl)-7-chloroimidazo[1,2-a]pyridin-3-yl)methyl)morpholine-4-carboxylate C(C1=CC=CC=C1)SC1=CC(=C(C=C1)C=1N=C2N(C=CC(=C2)Cl)C1C[C@H]1CN(CCO1)C(=O)OC)Cl